N-(4-cyano-2-(trifluoromethyl)benzyl)-1-(4-(trifluoromethyl)benzyl)piperidine-4-carboxamide C(#N)C1=CC(=C(CNC(=O)C2CCN(CC2)CC2=CC=C(C=C2)C(F)(F)F)C=C1)C(F)(F)F